C(=C)C=1CCOC1 4-vinyl-dihydrofuran